CNC1=NC(=NC(=N1)N)N N-methyl-melamine